ethyl (4-(5-aminopyridin-2-yl)-1-methyl-1H-1,2,3-triazol-5-yl)carbamate hydrochloride Cl.NC=1C=CC(=NC1)C=1N=NN(C1NC(OCC)=O)C